O-propargylguanosine-3'-phosphorothioate P(O)(O)(=S)O[C@H]1[C@H]([C@@H](O[C@@H]1CO)N1C=NC=2C(=O)NC(N)=NC12)OCC#C